N(=[N+]=[N-])C1=C2N=CN(C2=NC=N1)[C@@H]1O[C@@H]([C@H]([C@H]1O)O)CO (2R,3R,4S,5R)-2-(6-azido-9H-purin-9-yl)-5-(hydroxymethyl)tetrahydrofuran-3,4-diol